5-(azidomethyl)-1-methylindole N(=[N+]=[N-])CC=1C=C2C=CN(C2=CC1)C